8-bromo-6-[methoxy(methyl)carbamoyl]-3,4-dihydro-2H-quinoline-1-carboxylic acid tert-butyl ester C(C)(C)(C)OC(=O)N1CCCC2=CC(=CC(=C12)Br)C(N(C)OC)=O